FC=1C(=NC(=NC1)N[C@H]1[C@@H](COCC1)O)C1=CC=C2C(C=C(N(C2=C1)C(C)C)CN1C[C@]2(CCN(C2=O)C)CCC1)=O (R)-7-((7-(5-fluoro-2-(((3S,4R)-3-hydroxytetrahydro-2H-pyran-4-yl)amino)pyrimidin-4-yl)-1-isopropyl-4-oxo-1,4-dihydroquinolin-2-yl)methyl)-2-methyl-2,7-diazaspiro[4.5]decan-1-one